C(C)(C)(C)OC(CCOCCC(=O)O)=O 3-[3-(tert-butoxy)-3-oxopropoxy]propanoic acid